8-methyl-4-[8-(1-methyl-4-piperidinyl)-2-methylsulfanyl-7-oxo-pyrido[2,3-d]pyrimidin-6-yl]-2,3-dihydroquinoxaline-1-carboxylic acid tert-butyl ester C(C)(C)(C)OC(=O)N1CCN(C2=CC=CC(=C12)C)C1=CC2=C(N=C(N=C2)SC)N(C1=O)C1CCN(CC1)C